(S)-tert-Butyl 2-(4-(3-chlorobenzamido)phenyl)-1,4-oxazepane-4-carboxylate ClC=1C=C(C(=O)NC2=CC=C(C=C2)[C@@H]2OCCCN(C2)C(=O)OC(C)(C)C)C=CC1